tert-butyl (3R,5R)-3-((2-(2,6-dioxo-1-((2-(trimethylsilyl)ethoxy)methyl)piperidin-3-yl)-1-oxoisoindolin-5-yl)oxy)-5-methoxypiperidine-1-carboxylate O=C1N(C(CCC1N1C(C2=CC=C(C=C2C1)O[C@H]1CN(C[C@@H](C1)OC)C(=O)OC(C)(C)C)=O)=O)COCC[Si](C)(C)C